N1(CCOCC1)C1=CC=C2C=NC=NC2=C1 7-morpholin-4-yl-quinazoline